C1(=CC=CC=C1)C=1N=C2N(C=C(C=C2C2=C(C#N)C=CC=C2)C2=CC=CC=C2)C1 2-(2,6-diphenylimidazo[1,2-a]pyridin-8-yl)benzonitrile